C(C)(C)(C)OC(C(C(CCCCCO[Si](C1=CC=CC=C1)(C1=CC=CC=C1)C(C)(C)C)OC)(C)C)=O.C1C(CC2=CC=CC=C12)N1C[C@@H](CCC1)CN(C(=O)C1=CC2=CC=CC=C2C=C1)CCOC N-[(3R)-1-(2,3-dihydro-1H-inden-2-yl)piperidin-3-yl]methyl-N-(2-methoxyethyl)naphthalene-2-carboxamide tert-butyl-8-((tert-butyldiphenylsilyl)oxy)-3-methoxy-2,2-dimethyloctanate